(2S,5S)-1-tert-butoxycarbonyl-5-hydroxy-piperidine-2-carboxylic acid C(C)(C)(C)OC(=O)N1[C@@H](CC[C@@H](C1)O)C(=O)O